FC([C@H](C1=CN(C2=CC(=CC=C12)C1=NC=CC=C1F)CC(C)(C)C)NS(=O)(=O)C1CC1)F (S)-N-(2,2-difluoro-1-(6-(3-fluoropyridin-2-yl)-1-neopentyl-1H-indol-3-yl)ethyl)cyclopropanesulfonamide